FC1=CC=C(C=C1)C(CN)N 1-(4-fluorophenyl)ethane-1,2-diamine